N(=NNC(N)=O)NC(N)=O Azodicarbonic acid diamide